(E)-4-(4-((tert-butyldimethylsilyl)oxy)phenyl-2,3,5,6-d4)but-3-ene-2-one [Si](C)(C)(C(C)(C)C)OC1=C(C(=C(C(=C1[2H])[2H])/C=C/C(C)=O)[2H])[2H]